4-[[(3S,4R)-3-fluoro-1-methyl-4-piperidyl]amino]-1-(2,2,2-trifluoroethyl)indolin-2-one F[C@H]1CN(CC[C@H]1NC1=C2CC(N(C2=CC=C1)CC(F)(F)F)=O)C